4-(aminomethyl)bicyclo[2.1.1]hexan-1-ol NCC12CCC(C1)(C2)O